[Pb].[Au] gold lead